9-(4-([1,1'-biphenyl]-4-yl)naphthalen-1-yl)-4-chloro-9H-carbazole C1(=CC=C(C=C1)C1=CC=C(C2=CC=CC=C12)N1C2=CC=CC=C2C=2C(=CC=CC12)Cl)C1=CC=CC=C1